4-(4-formylphenyl)piperazine C(=O)C1=CC=C(C=C1)N1CCNCC1